FC(C(=O)[O-])(F)F.C[N+]1=CC2=CC=CC=C2C=C1 2-methylisoquinolin-2-ium 2,2,2-trifluoroacetate